C(CCCCCCCCCCCC)OC(CCSCCC(C(=O)NCCCN1CCOCC1)NC(C(CCCCCCCC)CCCCCC)=O)=O.ClC1=NC=C(C(=N1)C=1C=NN(C1)S(=O)(=O)C1=CC=CC=C1)Cl 2,5-dichloro-4-(1-(benzenesulfonyl)-1H-pyrazol-4-yl)pyrimidine tridecyl-3-((3-(2-hexyldecanamido)-4-((3-morpholinopropyl)amino)-4-oxobutyl)thio)propanoate